FC=1C=C(C(=C(C#N)C1)O)C1=CC2=C(NC=N2)C=C1 5-fluoro-2-hydroxy-3-(1H-benzimidazol-5-yl)benzonitrile